COC1=CC=C(COC=2C(=NC=C(C2)NC=2OC(=CN2)C2=CC=C(C=C2)C(F)(F)F)C#N)C=C1 3-((4-Methoxybenzyl)oxy)-5-((5-(4-(trifluoromethyl)phenyl)oxazol-2-yl)amino)pyridinecarbonitrile